(Dibenzothiophenylphenyl)(biphenylyl)(diphenylfluorenyl)(dibenzothiophenylphenyl)(biphenylyl)(diphenylfluorenyl)amine C1(=CC=CC=2SC3=C(C21)C=CC=C3)C3=C(C=CC=C3)C=3C(=C2C=1C(=C(C(=C(C1CC2=CC3)N(C3=C(C=CC=C3)C3=CC=CC=C3)C3=C(C=CC=C3)C3=CC=CC=2SC1=C(C23)C=CC=C1)C1=CC=CC=C1)C1=CC=CC=C1)C1=C(C(=CC=2C3=CC=CC=C3CC12)C1=CC=CC=C1)C1=CC=CC=C1)C1=C(C=CC=C1)C1=CC=CC=C1